CN1CCC(CC1)C1=NN=C(O1)[C@@]12CN(C[C@]2(C1)C(F)(F)F)C1=CC=C(C=2N1N=CN2)C#N 5-((1S,5R)-1-(5-(1-methylpiperidin-4-yl)-1,3,4-oxadiazol-2-yl)-5-(trifluoromethyl)-3-azabicyclo[3.1.0]hexan-3-yl)-[1,2,4]triazolo[1,5-a]pyridine-8-carbonitrile